(5s,7s)-7-fluoro-2-[(1s,2s)-2-fluorocyclopropyl]sulfonyl-5-(3-fluorophenyl)-6,7-dihydro-5H-pyrrolo[1,2-b][1,2,4]triazole F[C@H]1C[C@H](N2N=C(N=C21)S(=O)(=O)[C@@H]2[C@H](C2)F)C2=CC(=CC=C2)F